C1=CC=CC=2C3=CC=CC=C3C(C12)COC(=O)N([C@H](C(=O)O)CC1=CC(=CC=C1)I)C (2S)-2-[9H-fluoren-9-yl-methoxycarbonyl(methyl)amino]-3-(3-iodophenyl)propanoic acid